C(C)(C)(C)OC(=O)N(C(S)=NC)C(=O)OC(C)(C)C N,N-bis-t-butoxycarbonyl-methylisothiourea